4-methylbenzophenone CC1=CC=C(C(=O)C2=CC=CC=C2)C=C1